C(C)[Al](Cl)CC diethyl-chloroaluminium